ethyl (2RS)-2-(6,7-dihydro-5H-pyrrolo[1,2-c]imidazol-1-yl)-2-[4-fluoro-6-[4-(4-hydroxy-1-piperidyl)phenyl]-1-oxo-isoindolin-2-yl]acetate C1(=C2N(C=N1)CCC2)[C@H](C(=O)OCC)N2C(C1=CC(=CC(=C1C2)F)C2=CC=C(C=C2)N2CCC(CC2)O)=O |r|